methyl 7-(difluoro(naphthalen-1-yl)methyl)-1-methyl-5-oxo-8-(3-(trifluoromethyl)phenyl)-1,2,3,5-tetrahydroimidazo[1,2-a]pyridine-3-carboxylate FC(C=1C(=C2N(C(C1)=O)C(CN2C)C(=O)OC)C2=CC(=CC=C2)C(F)(F)F)(C2=CC=CC1=CC=CC=C21)F